2,4,6-trimethylpiperidine CC1NC(CC(C1)C)C